1-(tert-butyl)benzene-1,4-diamine C(C)(C)(C)C1(CC=C(C=C1)N)N